(2S,3R,5R,10R,13R,14S,17S)-17-[2-(3-Dimethylaminopropyl-(methyl)amino)acetyl]-2,3,14-trihydroxy-10,13-dimethyl-2,3,4,5,9,11,12,15,16,17-decahydro-1H-cyclopenta[a]phenanthren-6-on CN(CCCN(CC(=O)[C@H]1CC[C@]2(C3=CC([C@@H]4C[C@H]([C@H](C[C@@]4(C3CC[C@]12C)C)O)O)=O)O)C)C